O1CCN(CC1)[C@@H]1C[C@H](C1)NC1=NN2C(C=N1)=C(C=C2)C2=NC1=CC=CN=C1C=C2 N-(trans-3-morpholinocyclobutyl)-5-(1,5-naphthyridin-2-yl)pyrrolo[2,1-f][1,2,4]triazin-2-amine